(3R,5R)-1-Ethyl-5-fluoropiperidin-3-amine C(C)N1C[C@@H](C[C@H](C1)F)N